ClC=1C=CC(=C(CN2CC3(CC2)CCNCC3)C1)C(F)(F)F 2-(5-chloro-2-(trifluoromethyl)benzyl)-2,8-diazaspiro[4.5]decane